sulfoiodonium S(=O)(=O)(O)[IH+]